CC=1C=C2C(=CC=NC2=CC1C)OC1=CC=C(C=C1)B(O)O 4-((6,7-dimethyl-quinolin-4-yl)oxy)phenylboronic acid